tricyclo[6.2.2.0(2,7)]dodeca-6,9-diene C12C3CCCC=C3C(C=C1)CC2